C1(=CC=CC=C1)[C@H]1N=C(OC1)CC=1OC[C@H](N1)C1=CC=CC=C1 bis[(R)-4-phenyl-4,5-dihydrooxazol-2-yl]methane